ClC(CC)[N+](=O)[O-] 1-chloro-1-nitropropane